Methyl 6-chloro-3-fluoro-5-methoxy-pyrazine-2-carboxylate ClC1=C(N=C(C(=N1)C(=O)OC)F)OC